Cl.ClC1=CC=C(S1)C(=O)NC[C@@H](C(=O)N1CCN(CC1)C)NS(=O)(=O)C1=C(C(=CC=C1)N1C(CCC1)=O)C 5-Chloro-N-[(2S)-2-({[2-methyl-3-(2-oxopyrrolidin-1-yl)phenyl]sulfonyl}amino)-3-(4-methyl-piperazin-1-yl)-3-oxopropyl]thiophene-2-carboxamide hydrochloride